N-{[2-(pyrrolidin-1-ylmethyl)-2,3-dihydro-1H-inden-2-yl]methyl}-4H,5H,6H,7H,8H,9H-cycloocta[b]thiophene-2-carboxamide N1(CCCC1)CC1(CC2=CC=CC=C2C1)CNC(=O)C1=CC2=C(S1)CCCCCC2